N1N=CC2=CC(=CC=C12)CNC1(CC1)C1=CC=CC2=CC=CC=C12 N-((1H-Indazol-5-yl)methyl)-1-(naphthalen-1-yl)cyclopropan-1-amine